[4-(chloromethyl)phenyl]sulfamoyl-N-[2-(2,5-dioxopyrrol-1-yl)ethyl]-3-nitrobenzamide ClCC1=CC=C(C=C1)NS(=O)(=O)C1=C(C(=O)NCCN2C(C=CC2=O)=O)C=CC=C1[N+](=O)[O-]